FC1=CC(=C(C=C1)OC(C)C)C#C 4-Fluoro-2-ethynyl-1-isopropoxybenzene